5-chloro-1-((6-phenylpyridin-3-yl)methyl)-1H-indazole ClC=1C=C2C=NN(C2=CC1)CC=1C=NC(=CC1)C1=CC=CC=C1